C(C)(C)(C)OC(=O)N1CC(C1)(C=C)N.C(=C)C1(CN(C1)C(=O)OC(C)(C)C)NS(=O)(=O)C=C tert-butyl 3-vinyl-3-(vinylsulfonylamino)azetidine-1-carboxylate tert-butyl-3-amino-3-vinyl-azetidine-1-carboxylate